ClC=1N=CC2=C3C(=CC(=C2C1)S(NCC(C)C)(=O)=O)CCCC3NC(=O)NCC 1-[3-chloro-5-(isobutylsulfamoyl)-7,8,9,10-tetrahydrobenzo[h]isoquinolin-10-yl]-3-ethyl-urea